5-(4-((3-chlorobenzyl)amino)-2-(1-(2-hydroxyethyl)-1H-pyrazol-4-yl)quinazolin-6-yl)-1-methylpyridin-2(1H)-one ClC=1C=C(CNC2=NC(=NC3=CC=C(C=C23)C=2C=CC(N(C2)C)=O)C=2C=NN(C2)CCO)C=CC1